(E)-3-(3,5-dichlorophenyl)acrolein ClC=1C=C(C=C(C1)Cl)/C=C/C=O